2-bromo-4-fluoro-1,3-benzothiazole BrC=1SC2=C(N1)C(=CC=C2)F